CN1CCC(CC1)C(=O)N1CCOCC1 (1-methyl-piperidin-4-yl)-morpholin-4-yl-methanone